C(C)(=O)[O-].C(=C)CC=1NC=C[NH+]1 vinylmethylimidazolium acetate